2-(4-(2-chloro-6-nitrophenoxy)phenyl)-4-(2,6-difluorobenzyl)-2,4-dihydro-3H-1,2,4-triazol-3-one ClC1=C(OC2=CC=C(C=C2)N2N=CN(C2=O)CC2=C(C=CC=C2F)F)C(=CC=C1)[N+](=O)[O-]